C(C)(C)(C)OC(=O)N1CC2=C(CC1)C=NN2C 1-methyl-1,4,5,7-tetrahydro-6H-pyrazolo[3,4-c]pyridine-6-carboxylic acid tert-butyl ester